[C@@H]12CNCC[C@H]2[C@H]1C(=O)O (1S,6R,7R)-3-azabicyclo[4.1.0]heptane-7-carboxylic acid